FC(C=1N=C(N(C1)NC(=S)NC(=O)OCC)C(=O)OCC)F ethyl 4-(difluoromethyl)-1-({[(ethoxycarbonyl)amino]methanethioyl}-amino)imidazole-2-carboxylate